CN(C(=O)C1CCC(CC1)NC1=NC=C(C(=N1)NC1(CCC1)C)C(=O)N)C 2-((1r,4r)-4-(dimethylcarbamoyl)cyclohexylamino)-4-(1-methylcyclobutylamino)pyrimidine-5-carboxamide